ClC1=CC=C(C(=O)\N=C/2\N(C(N(S2)CC2=CC=C(C=C2)Cl)=O)COC(CN(C)C)=O)C=C1 Dimethylaminoacetic acid 5-[(Z)-4-chloro-benzoylimino]-2-(4-chloro-benzyl)-3-oxo-[1,2,4]thiadiazolidin-4-ylmethyl ester